3-[2-(6-{5-azaspiro[2.4]heptan-5-ylmethyl}-3-oxo-8-(trifluoromethyl)imidazo[1,5-a]pyridin-2-yl)-6-chloropyridin-4-yl]-4-(4-methyl-1,2,4-triazol-3-yl)benzonitrile C1CC12CN(CC2)CC=2C=C(C=1N(C2)C(N(C1)C1=NC(=CC(=C1)C=1C=C(C#N)C=CC1C1=NN=CN1C)Cl)=O)C(F)(F)F